CC(C)C1=CC=C(C=C1)/C=C/C(=O)C1=CC=C(OCC(=O)O)C=C1 2-[4-[(E)-3-(4-Propan-2-ylphenyl)prop-2-enoyl]phenoxy]acetic acid